triphenyl-methyl-lithium C1(=CC=CC=C1)C([Li])(C1=CC=CC=C1)C1=CC=CC=C1